N=1C=CN2C1N=CC(=C2)C=2C=CN1N=C(N=C(C12)OC)N[C@H]1C(N(CCC1)C)=O (R)-3-((5-(imidazo[1,2-a]pyrimidin-6-yl)-4-methoxypyrrolo[2,1-f][1,2,4]triazin-2-yl)amino)-1-methylpiperidin-2-one